NC1=C2C(=NC=N1)N(N=C2C2=CC=C(C=C2)OC2=CC=CC=C2)[C@H]2CN(CCC2)CCCCCCCCCCSC2=C1CN(C(C1=CC=C2)=O)C2C(NC(CC2)=O)=O 3-(4-((10-((R)-3-(4-amino-3-(4-phenoxyphenyl)-1H-pyrazolo[3,4-d]pyrimidin-1-yl)piperidin-1-yl)decyl)thio)-1-oxoisoindolin-2-yl)piperidine-2,6-dione